4-(5-(4-(2-oxopyrrolidin-1-yl)phenyl)pyridin-3-yl)-N-(pyridin-2-ylmethyl)-1H-pyrrolo[2,3-b]pyridine-2-carboxamide O=C1N(CCC1)C1=CC=C(C=C1)C=1C=C(C=NC1)C1=C2C(=NC=C1)NC(=C2)C(=O)NCC2=NC=CC=C2